tert-butyl (S)-4-(piperidin-4-ylmethyl)-3-(trifluoromethyl)piperazine-1-carboxylate N1CCC(CC1)CN1[C@@H](CN(CC1)C(=O)OC(C)(C)C)C(F)(F)F